CNC(C)C methyl-(isopropyl)amine